(S)-4'-(7-acryloyl-4-oxa-7-azaspiro[2.5]octan-6-yl)-6'-chloro-N-methyl-[2,2'-bipyridine]-4-carboxamide C(C=C)(=O)N1[C@H](COC2(CC2)C1)C1=CC(=NC(=C1)Cl)C1=NC=CC(=C1)C(=O)NC